ClC1=C(C=CC2=CC=CC(=C12)OCOC)F 1-Chloro-2-fluoro-8-(methoxymethoxy)naphthalene